C(C)(C)(C)C=1C(=NN2C(=NN=CC21)C2=NOC(=C2)C)OCC2=NC=C(C(=O)NC1COCC1)C=C2 6-((3-tert-butyl-7-(5-methylisoxazol-3-yl)pyrazolo[1,5-d][1,2,4]triazin-2-yl-oxy)methyl)-N-(tetrahydrofuran-3-yl)nicotinamide